(2R)-6-amino-2-[(2R)-2-[(2R)-2-{[(2-amino-1-phenylethyl)(methyl)carbamoyl]amino}-3-phenylpropionylamino]-4-methylpentanoylamino]hexanoic acid NCCCC[C@H](C(=O)O)NC([C@@H](CC(C)C)NC([C@@H](CC1=CC=CC=C1)NC(N(C)C(CN)C1=CC=CC=C1)=O)=O)=O